Trans-2-(5-(naphthalen-2-yl)-2-oxaspiro[3.3]heptan-6-yl)pyridine C1=C(C=CC2=CC=CC=C12)[C@@H]1C2(COC2)C[C@H]1C1=NC=CC=C1